C1(CC1)CNC=1C(=C(C(=O)NC2=C(C=C(C=C2Br)C(C(F)(F)F)(C(F)(F)F)F)Br)C=CC1)F 3-[(Cyclopropylmethyl)amino]-N-[2,6-dibromo-4-(1,1,1,2,3,3,3-heptafluoropropan-2-yl)Phenyl]-2-fluorobenzamide